(1S,2S,3S,6R)-6-((2-(6-chloronaphthalen-2-yl)ethyl)amino)-4-((difluoromethoxy)methyl)cyclohex-4-ene-1,2,3-triol ClC=1C=C2C=CC(=CC2=CC1)CCN[C@@H]1C=C([C@@H]([C@@H]([C@H]1O)O)O)COC(F)F